N(C(=O)CC=1C(=O)NC(C1)=O)CCCCCCNC(=O)CC=1C(=O)NC(C1)=O N'-[hexamethylenebis(iminocarbonylmethylene)]bismaleimide